(1S,3S,4S)-N-((R)-1-cyano-2-((S)-2-oxopyrrolidin-3-yl)ethyl)-2-((R)-3-cyclopropyl-2-((5-methylpyridin-3-yl)amino)propanoyl)-5,5-difluoro-2-azabicyclo[2.2.2]octane-3-carboxamide C(#N)[C@@H](C[C@H]1C(NCC1)=O)NC(=O)[C@H]1N([C@@H]2CC([C@H]1CC2)(F)F)C([C@@H](CC2CC2)NC=2C=NC=C(C2)C)=O